C1(=CC=CC=C1)[C@H]1[C@@H](C1)C(=O)O |r| rac-(1R,2R)-2-phenylcyclopropanecarboxylic acid